tris(3,5-ditrifluoromethylphenyl)(phenyl) borate B(OC1=C(C(=C(C=C1)C1=CC(=CC(=C1)C(F)(F)F)C(F)(F)F)C1=CC(=CC(=C1)C(F)(F)F)C(F)(F)F)C1=CC(=CC(=C1)C(F)(F)F)C(F)(F)F)([O-])[O-]